4-((3,5-bis((2,3-dihydroxypropyl)carbamoyl)-2,4,6-triiodophenyl)amino)-4-oxobutanoic acid OC(CNC(=O)C=1C(=C(C(=C(C1I)C(NCC(CO)O)=O)I)NC(CCC(=O)O)=O)I)CO